2,5-bis[1-(2-furyl)ethyl]furan O1C(=CC=C1)C(C)C=1OC(=CC1)C(C)C=1OC=CC1